2-(4-(2,3-difluorophenyl)-2-(3,3-difluoropyrrolidin-1-yl)pyridin-3-yl)-3,4,6,7-tetrahydropyrano[3,4-d]imidazole FC1=C(C=CC=C1F)C1=C(C(=NC=C1)N1CC(CC1)(F)F)C1=NC2=C(N1)COCC2